CN1N=C(C=C1C)NC1=NC=C(C(=N1)C1=CNC2=C(C=CC=C12)N1C(C2=CC=CC(=C2C1)C1=CC(=NC=C1)O)=O)C 2-(3-(2-((1,5-dimethyl-1H-pyrazol-3-yl)amino)-5-methylpyrimidin-4-yl)-1H-indol-7-yl)-4-(2-hydroxypyridin-4-yl)isoindolin-1-one